P(=S)([O-])([O-])[O-].C(CCC)OCC[NH2+]CCOCCCC.C(CCC)OCC[NH2+]CCOCCCC.C(CCC)OCC[NH2+]CCOCCCC di(2-butoxyethyl)ammonium thiophosphate